N,2-diphenylphenanthro[3,4-D]oxazol-10-amine C1(=CC=CC=C1)NC1=CC=2C3=C(C=CC2C=C1)C=CC=1N=C(OC13)C1=CC=CC=C1